S1C2=C(C=C1C1=CC(=NN1)NC1=C(C=C(C=C1)NC(=O)NC)C)C=CC=C2 1-(4-((5-(benzo[b]thiophen-2-yl)-1H-pyrazol-3-yl)amino)-3-methylphenyl)-3-methylurea